C(#N)C1=CC=C(CNC([C@H](C)NC(=O)[C@@H]2N(C[C@H](C2)C2=CC=CC=C2)C(=O)OC(C)(C)C)=O)C=C1 tert-butyl (2R,4R)-2-(((S)-1-((4-cyanobenzyl) amino)-1-oxopropan-2-yl) carbamoyl)-4-phenylpyrrolidine-1-carboxylate